1-[4-(7,9-Difluoro-1,4,4-trimethyl-5H-[1,2,4]triazolo[4,3-a]quinoxalin-8-yl)-1H-indol-1-yl]-2-dimethylamino-ethanone FC=1C=C2NC(C=3N(C2=C(C1C1=C2C=CN(C2=CC=C1)C(CN(C)C)=O)F)C(=NN3)C)(C)C